tert-butyl-4-bromo-7-methyl-1H-pyrrolo[2,3-c]pyridine-1-carboxylate C(C)(C)(C)OC(=O)N1C=CC=2C1=C(N=CC2Br)C